PYRAZOLOPYRIDINEANTHRANILAMIDE N1N=C(C2=C1C=CC=N2)C=2C=CC=C(C2C(=O)N)N